The molecule is a pentacyclic triterpenoid saponin isolated from the aerial parts of Dianthus versicolor. It has been shown to exhibit cytotoxic activity against a panel of cancer cell lines. It has a role as an antineoplastic agent and a plant metabolite. It is a carboxylic ester, a hydroxy monocarboxylic acid, a pentacyclic triterpenoid and a triterpenoid saponin. It derives from a 3-hydroxy-3-methylglutaric acid and a gypsogenic acid. It derives from a hydride of an oleanane. C[C@]12CC[C@@H]([C@@]([C@@H]1CC[C@@]3([C@@H]2CC=C4[C@]3(CC[C@@]5([C@H]4CC(CC5)(C)C)C(=O)O[C@H]6[C@@H]([C@H]([C@@H]([C@H](O6)CO[C@H]7[C@@H]([C@H]([C@@H]([C@H](O7)COC(=O)C[C@](C)(CC(=O)O)O)O)O)O[C@H]8[C@@H]([C@H]([C@@H]([C@H](O8)CO)O)O)O)O)O[C@H]9[C@@H]([C@H]([C@@H]([C@H](O9)CO)O)O)O)O)C)C)(C)C(=O)O[C@H]1[C@@H]([C@H]([C@@H]([C@H](O1)CO)O)O)O)O